14-chloro-4,6,8,10,12-pentamethylpentadecyl hexoxymethyl ether C(CCCCC)OCOCCCC(CC(CC(CC(CC(CC(C)Cl)C)C)C)C)C